tert-butyl N-[6-[(5-chloro-2-hydroxy-3-pyridinyl) carbamoyl]Spiro[3.3]Heptane-2-yl]Carbamate ClC=1C=C(C(=NC1)O)NC(=O)C1CC2(CC(C2)NC(OC(C)(C)C)=O)C1